ICC1COC1 3-(iodomethyl)oxetane